C(C1=CC=CC=C1)O[C@H](C(O)O)C (S)-2-benzyloxypropanediol